COC1=CC=C(C=C1)C=1C=CC(N(N1)CC(N1CCCC1)=O)=O 6-(4-methoxyphenyl)-2-(2-oxo-2-(pyrrolidin-1-yl)ethyl)pyridazin-3(2H)-one